Iso-Tridecanoic Acid, Methyl Ester C(CCCCCCCCCC(C)C)(=O)OC